C(#N)CC1=CC=C(C=C1)NC(=O)C1CC(CCC1C(C)C)C menthanecarboxylic acid-N-(4-cyanomethylphenyl)amide